C(C1=C(C(=CC(=C1)CCCCCCCCC)C(C1=CC=CC=C1)C)O)C1=C(C(=CC(=C1)CCCCCCCCC)C(C1=CC=CC=C1)C)O 2,2'-methylene-bis-(6-(alpha-methylbenzyl)-4-nonylphenol)